ClC1=C(C=CC=C1)C1=NC=2N(C(N(C(C2N1C1=CC=C(C=C1)Cl)=O)C)=O)CC1=CC=C(C=C1)Cl 8-(2-chlorophenyl)-7-(4-chlorophenyl)-3-[(4-chlorophenyl)methyl]-1-methyl-2,3,6,7-tetrahydro-1H-purine-2,6-dione